C(C)(C)C=1C(=C(C(=O)NC=2C=NC(=C(C2)C=2C=NC3=CC(=NC=C3C2)NC)C)C=CN1)OC 2-isopropyl-3-methoxy-N-(6-methyl-5-(7-(methylamino)-1,6-naphthyridin-3-yl)pyridin-3-yl)isonicotinamide